4-Ethoxy-N-(2-fluoro-3'-(isoquinolin-6-yl)-4'-methoxy-[1,1'-biphenyl]-4-yl)-1-(4-fluorophenyl)-2-oxo-1,2-dihydropyridine-3-carboxamide C(C)OC1=C(C(N(C=C1)C1=CC=C(C=C1)F)=O)C(=O)NC1=CC(=C(C=C1)C1=CC(=C(C=C1)OC)C=1C=C2C=CN=CC2=CC1)F